C1(=CC=CC=C1)[C@@H](C(=O)N[C@@H](CCOC1CC(C1)CCC1=NC=2NCCCC2C=C1)C(=O)O)C N-((S)-2-phenylpropanoyl)-O-((1R,3R)-3-(2-(5,6,7,8-tetrahydro-1,8-naphthyridin-2-yl)ethyl)cyclobutyl)-L-homoserine